C(C(CC)N)N 1,2-Butanediamine